ClC=1C(=NC=CC1C1=C(C(=CC=C1)C=1C=NC(=C(C1)OC)CN1CC2(C1)CNC(C2)=O)Cl)C=2C=NC(=C(C2)OC)CN2CC1(C2)CNC(C1)=O 2-((3-Chloro-4-(2-chloro-3-(5-methoxy-6-((7-oxo-2,6-diazaspiro[3.4]octan-2-yl)methyl)pyridin-3-yl)phenyl)-5'-methoxy-[2,3'-bipyridin]-6'-yl)methyl)-2,6-diazaspiro[3.4]octan-7-one